N-(2-acetyl-5-chloro-phenyl)-2-cyano-5-methylsulfanyl-pyridine-4-carboxamide C(C)(=O)C1=C(C=C(C=C1)Cl)NC(=O)C1=CC(=NC=C1SC)C#N